(R)-1-(4-((4-((2-fluoro-4-((2-((1,1,1-trifluoropropan-2-yl)amino)pyridin-4-yl)oxy)phenyl)amino)-7-methoxyquinazolin-6-yl)amino)piperidin-1-yl)prop-2-en-1-one FC1=C(C=CC(=C1)OC1=CC(=NC=C1)N[C@@H](C(F)(F)F)C)NC1=NC=NC2=CC(=C(C=C12)NC1CCN(CC1)C(C=C)=O)OC